cesium iodine N-methyltributylammonium C[N+](CCCC)(CCCC)CCCC.[I+].[Cs+]